3-(2-(piperazin-1-yl)pyrimidin-4-yl)quinoline zinc(II) hippurate C(CNC(=O)C1=CC=CC=C1)(=O)[O-].[Zn+2].N1(CCNCC1)C1=NC=CC(=N1)C=1C=NC2=CC=CC=C2C1.C(CNC(=O)C1=CC=CC=C1)(=O)[O-]